C(C)(C)(C)C1=CC2=CC=C3C=C(C=C4C=C(C(=C1)C2=C43)C=4C=C(C=CC4)B(O)O)C(C)(C)C (3-(2,7-di-t-butylpyren-4-yl)phenyl)boronic acid